methyl 2-bromo-5-((4-((4-fluorobenzyl)amino)-5-methylpyrimidin-2-yl)amino)benzoate BrC1=C(C(=O)OC)C=C(C=C1)NC1=NC=C(C(=N1)NCC1=CC=C(C=C1)F)C